O1CC(CCC1)C1(NC(NC1=O)=O)CNC(=O)C1=NN(N=C1)C1=CC=CC=C1 rac-N-{[4-(oxan-3-yl)-2,5-dioxoimidazolidin-4-yl]methyl}-2-phenyl-2H-1,2,3-triazole-4-carboxamide